4-[(1S)-1-(thieno[2,3-d]pyrimidin-4-ylamino)ethyl]benzonitrile N1=CN=C(C2=C1SC=C2)N[C@@H](C)C2=CC=C(C#N)C=C2